ClC1=CC=C(C=C1)CCCN1C(NC(C=C1)=O)=O 1-(3-(4-chlorophenyl)propyl)pyrimidine-2,4(1h,3h)-dione